C(\C=C\C(=O)[O-])(=O)OC(C)(CC)C1CCC(CC1)C(C)(C)C (4-tert-butylcyclohexyl)sec-butyl fumarate